methylmorpholine iodide [I-].CN1CCOCC1